3-(8-(2-(pyridin-4-yl)pyrido[3,4-d]pyrimidin-4-yl)-2,8-diazaspiro[4.5]decan-2-yl)propan-1-ol N1=CC=C(C=C1)C=1N=C(C2=C(N1)C=NC=C2)N2CCC1(CCN(C1)CCCO)CC2